2-(3-chloro-4-(2-fluoro-4-hydroxy-3-isopropylbenzyl)-5-(prop-1-en-2-yl)phenoxy)-N,N-dimethylacetamide ClC=1C=C(OCC(=O)N(C)C)C=C(C1CC1=C(C(=C(C=C1)O)C(C)C)F)C(=C)C